[125I]C=1C(NC(N([C@H]2C[C@H](O)[C@@H](CO)O2)C1)=O)=O 5-[125I]-iodo-2'-deoxyuridine